ClC1=C(C=C(NC=C2C(OC(OC2=O)(C)C)=O)C=C1)C(F)(F)F 5-[[4-chloro-3-(trifluoromethyl)anilino]methylene]-2,2-dimethyl-1,3-dioxane-4,6-dione